S1C(=NC2=C1C=CC=C2)CN2CCN(CC2)C2=C(C(=O)NS(=O)(=O)CC)C=CC(=C2)CC 2-[4-(1,3-benzo-thiazol-2-ylmethyl)-piperazin-1-yl]-4-ethyl-N-ethylsulfonyl-benzamide